(R)-4-amino-2-(1-(6-ethoxy-5-methoxypyridin-2-yl)-2-(methylsulfonyl)ethyl)-7-fluoroisoindoline-1,3-dione NC1=C2C(N(C(C2=C(C=C1)F)=O)[C@@H](CS(=O)(=O)C)C1=NC(=C(C=C1)OC)OCC)=O